C(C)(C)(C)OC(=O)NC1CCC(CC1)N(C(OC(C)(C)C)=O)CC(C1=CC=CC=C1)C=1C=C(C(=C(C1)F)Cl)C1=C(C(=CC=C1C#N)OCC(=O)NC)F tert-Butyl ((1r,4r)-4-((tert-butoxycarbonyl)amino)cyclohexyl)(2-(6-chloro-6'-cyano-2',5-difluoro-3'-(2-(methylamino)-2-oxoethoxy)-[1,1'-biphenyl]-3-yl)-2-phenylethyl)carbamate